IC=1C=2N(C=NC1)C=CN2 8-iodoimidazo[1,2-c]pyrimidin